7-(1H-benzimidazol-2-ylamino)-3-cyclopropyl-N-(2-methylpropyl)-8,9-dihydro-7H-cyclopenta[h]isoquinoline-5-sulfonamide N1C(=NC2=C1C=CC=C2)NC2CCC1=C2C=C(C=2C=C(N=CC12)C1CC1)S(=O)(=O)NCC(C)C